N1(CCOCC1)CCCN 3-(4-morpholinyl)-1-propylamine